(trifluoro-methyl)-phenylalanine FC(F)(F)N[C@@H](CC1=CC=CC=C1)C(=O)O